3-(methylamino)-1,3-diphenylpropan-1-ol dibenzoate C(C1=CC=CC=C1)(=O)O.C(C1=CC=CC=C1)(=O)O.CNC(CC(O)C1=CC=CC=C1)C1=CC=CC=C1